N-(1-(2-hydroxyethyl)-2-oxopyrrolidin-3-yl)-2-methyl-5-((2-methylpyridin-3-yl)methoxy)benzofuran-3-carboxamide OCCN1C(C(CC1)NC(=O)C1=C(OC2=C1C=C(C=C2)OCC=2C(=NC=CC2)C)C)=O